FC=1C=C(C=C(C1)C=1N=CN(C1)C)NC1=NC(=NC(=C1)C1=NC=CN=C1)[C@@H]1CC[C@@H](N(C1)C(C)=O)C 1-((2S,5R)-5-(4-((3-fluoro-5-(1-methyl-1H-imidazol-4-yl)phenyl)amino)-6-(pyrazin-2-yl)pyrimidin-2-yl)-2-methylpiperidin-1-yl)ethan-1-one